BrC1=CC=C(C(=N1)NC(=O)[C@H]1NC[C@@H](C1)F)C (2s,4r)-N-(6-bromo-3-methylpyridin-2-yl)-4-fluoropyrrolidine-2-carboxamide